4-[4-(7-ethylsulfonyloxy-1,5-dihydro-3H-2,4-benzodioxepin-3-yl)-2-thiazolyl]-1-[2-[5-methyl-3-(trifluoromethyl)-1H-pyrazol-1-yl]acetyl]piperidine C(C)S(=O)(=O)OC1=CC2=C(COC(OC2)C=2N=C(SC2)C2CCN(CC2)C(CN2N=C(C=C2C)C(F)(F)F)=O)C=C1